N[C@@H]1CC=2C(=CC=CC2C12CCN(CC2)C2=NC(=C(N=C2)SC2=C(C(=NC=C2)N)Cl)N)C(=O)N (R)-2-amino-1'-(6-amino-5-((2-amino-3-chloropyridin-4-yl)thio)pyrazin-2-yl)-2,3-dihydrospiro[indene-1,4'-piperidine]-4-carboxamide